1,1-dichloro-3,3-dimethyl-2a,8b-dihydrocyclobuta[c]chromen-2-one ClC1(C(C2C(OC=3C=CC=CC3C21)(C)C)=O)Cl